5-bromo-4-methyl-1-((2-(trimethylsilyl)ethoxy)methyl)-1H-pyrazolo[3,4-c]pyridine BrC=1C(=C2C(=CN1)N(N=C2)COCC[Si](C)(C)C)C